CC1=NC(=NC=C1)[C@@H]1[C@H](C1)C=1C=C2C=C(C=NC2=CC1)NC(OC(C)(C)C)=O |r| rac-tert-butyl (6-((1S*,2S*)-2-(4-methylpyrimidin-2-yl)cyclopropyl)quinolin-3-yl)carbamate